FCC[C@H]1N2CC(C[C@@]2(CC1)CO)=C ((5S,7aS)-5-(2-fluoroethyl)-2-methylenetetrahydro-1H-pyrrolizin-7a(5H)-yl)methanol